C12CN(CC(N1)C2)C=2OC1=C(N2)C(=C(C=C1C=1SC=CN1)C(=O)OCC)C(F)(F)F ethyl 2-(3,6-diazabicyclo[3.1.1]heptan-3-yl)-7-(thiazol-2-yl)-4-(trifluoromethyl)benzo[d]oxazole-5-carboxylate